BrC1CC2CCCN3CC4(C(C1)C32)CCCCC4 10'-bromo-4'-azaspiro[cyclohexane-1,2'-tricyclo[6.3.1.0^{4,12}]dodecane]